(R)-3-(6-(3-chloro-1H-pyrrolo[2,3-b]pyridine-5-yl)-2-((R)-2-methylmorpholine-4-carbonyl)-1,2,3,4-tetrahydroisoquinolin-8-yl)morpholine-4-carboxylic acid tert-butyl Ester C(C)(C)(C)OC(=O)N1[C@@H](COCC1)C=1C=C(C=C2CCN(CC12)C(=O)N1C[C@H](OCC1)C)C=1C=C2C(=NC1)NC=C2Cl